(S)-1-(4,6-bis((3-(trifluoromethyl)phenyl)amino)-1,3,5-triazin-2-yl)pyrrolidin-3-ol tert-butyl-4-[1-(2,6-dioxo-3-piperidyl)-4-methyl-2,3-dihydroquinoxalin-5-yl]piperidine-1-carboxylate C(C)(C)(C)C1N(CCC(C1)C1=C2N(CCN(C2=CC=C1)C1C(NC(CC1)=O)=O)C)C(=O)O[C@@H]1CN(CC1)C1=NC(=NC(=N1)NC1=CC(=CC=C1)C(F)(F)F)NC1=CC(=CC=C1)C(F)(F)F